(S)-tert-butyl 3-methyl-6-(2-(Pyridin-4-yl)benzo[d]thiazol-5-yl)-3,4-dihydropyridine-1(2H)-carboxylate C[C@@H]1CN(C(=CC1)C=1C=CC2=C(N=C(S2)C2=CC=NC=C2)C1)C(=O)OC(C)(C)C